C=1(C(=CC=CC1)C(=O)[O-])C toluic acid anion